cis-8-dodecenylalcohol C(CCCCCC\C=C/CCC)O